tert-butyl (S)-4-(benzyloxy)-2-((1-methylpyrrolidin-2-yl)methoxy)-5,8-dihydropyrido[3,4-d]pyrimidine-7(6H)-carboxylate C(C1=CC=CC=C1)OC=1C2=C(N=C(N1)OC[C@H]1N(CCC1)C)CN(CC2)C(=O)OC(C)(C)C